3-methoxy-4-(1-methyl-1H-1,2,4-triazol-3-yl)pyridin COC=1C=NC=CC1C1=NN(C=N1)C